4-chloro-N-(N,N-dimethylsulfamoyl)-2',3',4',5',6,6'-hexafluoro-[1,1'-biphenyl]-3-carboxamide ClC1=C(C=C(C(=C1)F)C1=C(C(=C(C(=C1F)F)F)F)F)C(=O)NS(N(C)C)(=O)=O